4'-methoxy-2-bromoacetophenone COC1=CC=C(C=C1)C(CBr)=O